4-(4-(trifluoromethoxy)benzoyl)benzoic acid FC(OC1=CC=C(C(=O)C2=CC=C(C(=O)O)C=C2)C=C1)(F)F